3-(3-(phenoxyphenyl)acryloyl)oxazolidin-2-one-5,5-d2 ethyl-octanoate (Ethyl-octanoate) C(C)C(C(=O)O)CCCCCC.C(C)OC(CCCCCCC)=O.O(C1=CC=CC=C1)C1=C(C=CC=C1)C=CC(=O)N1C(OC(C1)([2H])[2H])=O